NC1=NC(N(C=C1)[C@H]1[C@]([C@@H]([C@@](O1)(F)CO[P@@](=O)(OC1=CC=CC=C1)N[C@@H](C)C(=O)OC(CC)CC)O)(C)F)=O pentan-3-yl ((R)-(((2S,3S,4R,5R)-5-(4-amino-2-oxopyrimidin-1(2H)-yl)-2,4-difluoro-3-hydroxy-4-methyltetrahydrofuran-2-yl)methoxy)(phenoxy)phosphoryl)-L-alaninate